N-[3-tert-butyl-1-[4-(propan-2-yl)phenyl]-1H-pyrazol-5-yl]-2-[4-(tetramethyl-1,3,2-dioxaborolan-2-yl)phenyl]acetamide C(C)(C)(C)C1=NN(C(=C1)NC(CC1=CC=C(C=C1)B1OC(C(O1)(C)C)(C)C)=O)C1=CC=C(C=C1)C(C)C